NC=1C2=C(N=CN1)SC=C2C=2NC1=CC(=CC=C1C2Cl)C(=O)NC 2-{4-Aminothieno[2,3-d]pyrimidin-5-yl}-3-chloro-N-methyl-1H-indole-6-carboxamide